1-(2-chlorophenyl)-7-cyclopropyl-4-((cyclopropylmethyl)amino)-2-oxo-1,2-dihydroquinazoline-6-carbonitrile ClC1=C(C=CC=C1)N1C(N=C(C2=CC(=C(C=C12)C1CC1)C#N)NCC1CC1)=O